ETHYL 4-(3-BROMO-2,2-DIMETHYLPROPANAMIDO)BENZOATE BrCC(C(=O)NC1=CC=C(C(=O)OCC)C=C1)(C)C